C[C@@H](C(=O)N[C@@H](CC1=CC=C(C=C1)O)C(=O)NCC(=O)N[C@@H](CC2=CNC3=CC=CC=C32)C(=O)N[C@@H](CCSC)C(=O)N[C@@H](CC(=O)O)C(=O)N[C@@H](CC4=CC=CC=C4)C(=O)N)NC(=O)[C@H](CCC(=O)O)NC(=O)[C@H](CCC(=O)O)NC(=O)[C@H](CCC(=O)O)NC(=O)[C@H](CCC(=O)O)NC(=O)[C@H](CCC(=O)O)NC(=O)[C@H](CC(C)C)NC(=O)[C@H](CC5=CNC6=CC=CC=C65)N The molecule is one of the primary forms of gastrin that is a 14-membered peptide consisting of Trp, Leu, Glu, Glu, Glu, Glu, Glu, Ala, Tyr, Gly, Trp, Met, Asp and Phe residues joined in sequence. It is a gastrin and a peptidyl amide.